C(CCC\C=C/C\C=C/C\C=C/C\C=C/CCCCC)(=O)O[2H] arachidonic acid-d